CC(CB(O)O)(C)C 2,2-dimethylpropylboronic acid